(2S)-2-[6-[5-chloro-3-[2-methyl-5-(oxan-4-yl)pyrazol-3-yl]oxypyridin-2-yl]pyridin-3-yl]-2-fluoroethanamine ClC=1C=C(C(=NC1)C1=CC=C(C=N1)[C@@H](CN)F)OC=1N(N=C(C1)C1CCOCC1)C